ClC1=C(C=NC2=CC(=NC=C12)OC)C(=O)OCC ethyl 4-chloro-7-methoxy-1,6-naphthyridin-3-carboxylate